trans-4,5-difluoro-4-chloromethyl-5-methyl-1,3-dioxolan-2-one F[C@@]1(OC(O[C@@]1(C)F)=O)CCl